tert-butyl (2R,6S)-4-(2-{2,8-dimethylimidazo[1,2-a]pyrazin-6-yl}-1-oxoisoquinolin-6-yl)-2,6-dimethylpiperazine-1-carboxylate CC=1N=C2N(C=C(N=C2C)N2C(C3=CC=C(C=C3C=C2)N2C[C@H](N([C@H](C2)C)C(=O)OC(C)(C)C)C)=O)C1